C(C)(C)(C)OC=1C(=C(C=CC1)OC(C)(C)C)OC(C)(C)C tri-tert-butyloxybenzene